N1(N=NC2=C1C=CC=C2)O[P+](N2CCCC2)(N2CCCC2)N2CCCC2 benzotriazol-1-yl-oxytripyrrolidinyl-phosphonium